methyl-1,3-di-n-octyl-imidazolium carbonate C([O-])([O-])=O.CC=1N(C=C[N+]1CCCCCCCC)CCCCCCCC.CC=1N(C=C[N+]1CCCCCCCC)CCCCCCCC